OC=1C2=C(N(C(C1)=O)C)CN(C2C)C(=O)OC(C)(C)C tert-Butyl 4-hydroxy-1,5-dimethyl-2-oxo-1,2,5,7-tetrahydro-6H-pyrrolo[3,4-b]pyridine-6-carboxylate